FC1=CC=C(C=C1)C1=C(C(=CC=C1)CC1=CC(=C(C=2CCCC12)C=O)O)C 7-({4'-fluoro-2-methyl-[1,1'-biphenyl]-3-yl}methyl)-5-hydroxy-2,3-dihydro-1H-indene-4-carbaldehyde